C[C@H]1CN(CCN1CCN1CCNCC1)C(=O)OCC1=CC=CC=C1 benzyl (3S)-3-methyl-4-(2-piperazin-1-ylethyl)piperazine-1-carboxylate